C(C)(C)(C)OC(NC1CCC(CC1)S(=O)(=O)NNC(C1=CC=C(C=C1)O)=O)=O ((1s,4s)-4-((2-(4-hydroxybenzoyl)hydrazino)sulfonyl)cyclohexyl)carbamic acid tert-butyl ester